(3R,4S)-1,1,1-TRIFLUORO-4-METHYLHEPT-6-ENE-3-SULFONAMIDE FC(C[C@H]([C@H](CC=C)C)S(=O)(=O)N)(F)F